(2R,4S)-4-(difluoromethyl)-N-((S,E)-4-(methylsulfonyl)but-3-en-2-yl)-2-phenylpiperidine-1-carboxamide FC([C@@H]1C[C@@H](N(CC1)C(=O)N[C@@H](C)\C=C\S(=O)(=O)C)C1=CC=CC=C1)F